methyl 6-azido-2-(3-iodophenyl)-5-oxohexanoate N(=[N+]=[N-])CC(CCC(C(=O)OC)C1=CC(=CC=C1)I)=O